9-(propan-2-yl)-2-(pyridin-2-yl)-2,6,9-triazaspiro[4.5]decane-7,10-dione CC(C)N1CC(NC2(CCN(C2)C2=NC=CC=C2)C1=O)=O